ClC1=C(C=C(C=2C=C3N(C12)CC[C@@H]3NC(OC(C)(C)C)=O)OCC#N)Cl tert-Butyl (S)-(5,6-dichloro-8-(cyanomethoxy)-2,3-dihydro-1H-pyrrolo[1,2-a]indol-1-yl)carbamate